4-methylbutanamide CCCCC(=O)N